2-amino-4-(methoxycarbonyl)phenyl-boronic acid NC1=C(C=CC(=C1)C(=O)OC)B(O)O